benzyl-[2-(benzylamino)ethyl]amine C(C1=CC=CC=C1)NCCNCC1=CC=CC=C1